(2R)-2-(tertbutoxycarbonylamino)-2-methylbutanoic acid C(C)(C)(C)OC(=O)N[C@@](C(=O)O)(CC)C